tert-butyl ((2-(3-carbamoylbenzyl)-4-(4-(trifluoromethyl)phenyl)-4,5,6,7-tetrahydro-2H-pyrazolo[4,3-b]pyridin-6-yl)methyl)carbamate C(N)(=O)C=1C=C(CN2N=C3C(N(CC(C3)CNC(OC(C)(C)C)=O)C3=CC=C(C=C3)C(F)(F)F)=C2)C=CC1